CC(CCCCCCC)O 2-Nonylalcohol